3-(3-isopropyl-5-(1-(tetrahydro-2H-pyran-4-yl)piperidin-4-yl)-1H-indol-2-yl)-1,4-dimethyl-1H-pyrrolo[2,3-b]pyridine C(C)(C)C1=C(NC2=CC=C(C=C12)C1CCN(CC1)C1CCOCC1)C1=CN(C2=NC=CC(=C21)C)C